methyl 4-dimethylaminobenzoate CN(C1=CC=C(C(=O)OC)C=C1)C